5-amino-2-(trifluoromethoxy)phenol NC=1C=CC(=C(C1)O)OC(F)(F)F